FC1=C(C=CC(=C1NC(COC(F)(F)F)=O)F)N(C(C1=CC=CC=C1)=O)C N-(2,4-difluoro-3-(2-(trifluoromethoxy)acetamido)phenyl)-N-methylbenzamide